3-(trifluoromethyl)benzenesulfonyl chloride FC(C=1C=C(C=CC1)S(=O)(=O)Cl)(F)F